3-(2-(1H-pyrazolo[3,4-b]pyridin-5-yl)ethynyl)-4-methyl-N-(3-(trifluoromethyl)phenyl)benzamide N1N=CC=2C1=NC=C(C2)C#CC=2C=C(C(=O)NC1=CC(=CC=C1)C(F)(F)F)C=CC2C